4-Hydroxy-4'-methoxytolan OC1=CC=C(C=C1)C#CC1=CC=C(C=C1)OC